FC=1C=C(C=NC1)[C@H]([C@@H]1N([C@@H](CCCC1)CCC)C(=O)OC(C)(C)C)O tert-Butyl (2R,7R)-2-((R)-(5-fluoropyridin-3-yl)(hydroxy)methyl)-7-propylazepane-1-carboxylate